C(CCC)OC(=O)N1CCN(CC1)C([C@H](CP(=O)(OOCC)OOCC)N)=O 4-[(R)-2-amino-3-(diethoxy-phosphono)-propionyl]-piperazine-1-carboxylic acid butyl ester